pentamethylcyclopentadienyl-(1-methyl-6,7,8,9-tetrahydro-1H-cyclopenta[a]naphthalene) hafnium [Hf].CC1=C(C(=C(C1(C1(C=CC=2C1=C1CCCCC1=CC2)C)C)C)C)C